silver hydrogenfluoride F.[Ag]